C(C)(C)(C)OC(=O)N1CC=C(CC1)C1=NC2=CC=C(C=C2C(=N1)NCC1=CC(=CC=C1)Cl)C=1C(=NOC1C)C 4-(4-((3-chlorobenzyl)amino)-6-(3,5-dimethylisoxazol-4-yl)quinazolin-2-yl)-5,6-dihydropyridine-1(2H)-carboxylic acid tert-butyl ester